ClC1=C(C=CC=C1OC1=CC=C(C=C1)C(F)(F)F)C1=CC(N(C=C1)C(C)C1=NN(C=C1)C)=O 4-(2-chloro-3-(4-(trifluoromethyl)phenoxy)phenyl)-1-(1-(1-methyl-1H-pyrazol-3-yl)ethyl)pyridin-2(1H)-one